(4-(4-(1,1-dioxidothiomorpholino)-7H-pyrrolo[2,3-d]pyrimidin-6-yl)phenyl)piperazine-1-carboxamide O=S1(CCN(CC1)C=1C2=C(N=CN1)NC(=C2)C2=CC=C(C=C2)C2N(CCNC2)C(=O)N)=O